5-(2,2'-dichloro-3'-(pyrido[3,4-b]pyrazin-5-ylamino)-[1,1'-biphenyl]-3-yl)-3-methoxypyrazine-2-carbaldehyde ClC1=C(C=CC=C1C=1N=C(C(=NC1)C=O)OC)C1=C(C(=CC=C1)NC1=NC=CC=2C1=NC=CN2)Cl